S-(2-((tert-butoxycarbonyl) amino)-2-methylpropyl) ethanethioate C(C)(SCC(C)(C)NC(=O)OC(C)(C)C)=O